4-methyl-5-(4,4,5,5-tetramethyl-1,3,2-dioxaborolan-2-yl)-1-[[2-(trimethylsilyl)ethoxy]methyl]indazole CC1=C2C=NN(C2=CC=C1B1OC(C(O1)(C)C)(C)C)COCC[Si](C)(C)C